(S)-4-(6-chloro-7-(1,5-dimethyl-6-oxo-1,6-dihydropyridin-3-yl)-1-(2-isoPropyl-4-methylpyridin-3-yl)-2-oxo-1,2-dihydropyrido[2,3-d]pyrimidin-4-yl)-3-methylpiperazine ClC1=CC2=C(N(C(N=C2N2[C@H](CNCC2)C)=O)C=2C(=NC=CC2C)C(C)C)N=C1C1=CN(C(C(=C1)C)=O)C